6-methoxy-5-((1-methyl-2-oxo-1,2-dihydropyridin-3-yl)carbamoyl)-2H-indazol COC=1C(=CC2=CNN=C2C1)C(NC=1C(N(C=CC1)C)=O)=O